C12(CC3CC(CC(C1)C3)C2)C2=C(C=CC(=C2)Br)O 2-(1-adamantanyl)-4-bromophenol